O1C(=CC=C1)C(/C=C/C1(CC1)N1C(C2=CC=CC=C2C1=O)=O)=O (E)-2-(1-(3-(furan-2-yl)-3-oxoprop-1-en-1-yl)cyclopropyl)isoindoline-1,3-dione